O[C@H]1CC[C@@H](C2=CC=CC=C12)NC(OC(C)(C)C)=O Tert-butyl ((1S,4S)-4-hydroxy-1,2,3,4-tetrahydronaphthalen-1-yl)carbamate